2-Amino-3-hydroxybenzoic acid methyl ester COC(C1=C(C(=CC=C1)O)N)=O